[Si](C1=CC=CC=C1)(C1=CC=CC=C1)(C(C)(C)C)O[C@H]1CCN(C1)C1=CC=CC=C1 (2R,4S)-4-((tert-butyldiphenylsilyl)oxy)-1-phenylpyrrolidin